N-(2-(2-((2,3-difluoro-4-(4-methylpiperazin-1-yl)phenyl)amino)quinazolin-8-yl)pyridin-4-yl)acrylamide FC1=C(C=CC(=C1F)N1CCN(CC1)C)NC1=NC2=C(C=CC=C2C=N1)C1=NC=CC(=C1)NC(C=C)=O